C(C)(=O)N[C@H]([C@H](C)CC)C(=O)O N-Acetyl-D-isoleucine